2-acryloxy-n-butylthio-5-ethylthio-1,3,4-thiadiazole C(C=C)(=O)OC(CSC=1SC(=NN1)SCC)CC